3-(5-(1-(2-(2-(3-(4-amino-3-(4-phenoxyphenyl)-1H-pyrazolo[3,4-d]pyrimidin-1-yl)piperidin-1-yl)ethoxy)ethyl)piperidin-4-yl)-1-oxoisoindolin-2-yl)piperidine-2,6-dione NC1=C2C(=NC=N1)N(N=C2C2=CC=C(C=C2)OC2=CC=CC=C2)C2CN(CCC2)CCOCCN2CCC(CC2)C=2C=C1CN(C(C1=CC2)=O)C2C(NC(CC2)=O)=O